FCCCCCN1CC2=C(CC1)N(C(=N2)C(=O)OC)C Methyl 5-(5-fluoropentyl)-1-methyl-4,5,6,7-tetrahydro-1H-imidazo[4,5-c]pyridine-2-carboxylate